O=C[C@@H]1[C@@H](O)[C@H](O)[C@H](O1)CO 2,5-ANHYDRO-D-MANNOSE